isoxazol-5-yl-pyridin-2-amine O1N=CC=C1C=1C(=NC=CC1)N